C1(CC1)C=1C(=CC(=C(C1)CN1CCC2(CN(C(O2)=O)C2=CC=C(C=C2)S(=O)(=O)Cl)CC1)OCC)C1=CC=C(C=C1)F 4-[8-[[5-cyclopropyl-2-ethoxy-4-(4-fluorophenyl)phenyl]methyl]-2-oxo-1-oxa-3,8-diazaspiro[4.5]decan-3-yl]benzenesulfonyl chloride